OCC1=CC2[C@H](C(OC=3C=C(C=C(C23)O)CCCCC)(C)C)CC1 (6Ar)-9-(hydroxymethyl)-6,6-dimethyl-3-pentyl-6a,7,8,10a-tetrahydrobenzo[c]chromen-1-ol